(S)-2-((tert-Butoxycarbonyl)amino)-3-(pyrimidin-5-yl)propanoic acid C(C)(C)(C)OC(=O)N[C@H](C(=O)O)CC=1C=NC=NC1